Cl.N1=CC=CC2=CC=CN=C12 [1,8]Naphthyridine HCl